FC1=CC(=C(C=C1C1=NN(C=C1)C)O)C1=NC=C(N=C1)N(C)[C@@H]1[C@@H](C2CC[C@@H](C1)N2)F 4-fluoro-2-(5-{[(2R,3S,5S)-2-fluoro-8-azabicyclo[3.2.1]octan-3-yl](methyl)amino}pyrazin-2-yl)-5-(1-methyl-1H-pyrazol-3-yl)phenol